4-(3-bromophenyl)-2-(((E)-(1-(2-chlorophenyl)-9-(4-fluorobenzyl)-β-carbolin-3-yl)methylene)hydrazino)-2,3-dihydrothiazole BrC=1C=C(C=CC1)C=1NC(SC1)N/N=C/C=1N=C(C=2N(C3=CC=CC=C3C2C1)CC1=CC=C(C=C1)F)C1=C(C=CC=C1)Cl